isoquinolin-5-yl-carbamic acid phenyl ester (phenyl isoquinolin-5-yl carbamate) C1(=CC=CC=C1)N(C(O)=O)C1=C2C=CN=CC2=CC=C1.C1(=CC=CC=C1)OC(NC1=C2C=CN=CC2=CC=C1)=O